1-(3-Aminobenzofuran-2-yl)ethanone NC1=C(OC2=C1C=CC=C2)C(C)=O